3-((3-chlorophenyl)amino)-2-(isoquinolin-4-ylamino)propionitrile hydrochloride Cl.ClC=1C=C(C=CC1)NCC(C#N)NC1=CN=CC2=CC=CC=C12